[Na+].OC(C(=O)[O-])CCN 2-hydroxy-4-aminobutanoic acid, sodium salt